ClC=1C2=CN(N=C2C=C(C1)C1=CC=C(C=C1)N1CCN(CC1)C(=O)OC(C)(C)C)C(C(=O)OCC)C1=C2N(C=N1)CCC2 tert-Butyl 4-(4-(4-chloro-2-(1-(6,7-dihydro-5H-pyrrolo[1,2-c]imidazol-1-yl)-2-ethoxy-2-oxoethyl)-2H-indazol-6-yl)phenyl)piperazine-1-carboxylate